ClC=1C=C2CC(COC2=CC1)C(=O)C1=CN(C2=CC(=CC=C12)C=1C(=NNC1)C)CCN(C)C (6-chlorochroman-3-yl)-[1-[2-(dimethylamino)ethyl]-6-(3-methyl-1H-pyrazol-4-yl)indol-3-yl]methanone